N-(7-fluoro-9H-pyrido[3,4-b]indol-1-yl)cyclopropanecarboxamide FC1=CC=C2C3=C(NC2=C1)C(=NC=C3)NC(=O)C3CC3